4-(ethylsulfonyl)piperazin C(C)S(=O)(=O)N1CCNCC1